ClC=1C=C(C=CC1)C=1C=NNC1 4-(3-chlorophenyl)-1H-pyrazole